(2E,2'E)-3,3'-(1,4-phenylene)bis(1-(2,4-dihydroxy-6-methoxy-3-(3-methylbut-2-en-1-yl)phenyl)prop-2-en-1-one) C1(=CC=C(C=C1)/C=C/C(=O)C1=C(C(=C(C=C1OC)O)CC=C(C)C)O)/C=C/C(=O)C1=C(C(=C(C=C1OC)O)CC=C(C)C)O